(hydroxymethyl)-7a-methyl-1-methyleneoctahydro-1H-inden OCC1C(C2(CCCCC2C1)C)=C